N=1N(N=C2C1C=CC=C2)C2=C(C=CC(=C2)C(CC(C)(C)C)(C)C)O 2-(2H-benzotriazole-2-yl)-4-(1,1,3,3-tetramethylbutyl)phenol